5-(6,8-Difluoro-1,2,3,4-tetrahydronaphth-1-yl)-8-(trifluoromethylsulfonyl)isoquinoline FC=1C=C2CCCC(C2=C(C1)F)C1=C2C=CN=CC2=C(C=C1)S(=O)(=O)C(F)(F)F